C(C)(C)(C)C=1SC(=C(N1)C1=C(C(=CC=C1)NS(N(C)CC)(=O)=O)F)C1=NC(=NC=C1)NC1=CC=C(C=N1)N1C2CN(CC1CC2)C(=O)OC(C)(C)C tert-butyl 8-[6-({4-[2-tert-butyl-4-(3-{[ethyl(methyl)sulfamoyl]amino}-2-fluorophenyl)-1,3-thiazol-5-yl]pyrimidin-2-yl}amino)pyridin-3-yl]-3,8-diazabicyclo[3.2.1]octane-3-carboxylate